chloro-2'-fluoro-5-(4-methylpiperazin-1-yl)-[2,3'-bipyridin]-6'-amine ClC=1C(=NC=C(C1)N1CCN(CC1)C)C=1C(=NC(=CC1)N)F